C1N(CCC2=CC=CC=C12)C[C@H](CN1CCOC2=C(C1=O)C=CC(=C2)CN2CC(CC2)O)O 4-[(2R)-3-(3,4-dihydro-1H-isoquinolin-2-yl)-2-hydroxy-propyl]-8-[(3-hydroxypyrrolidin-1-yl)methyl]-2,3-dihydro-1,4-benzoxazepin-5-one